OCC=1N=C(SC1C)N(CC#N)C 2-((4-(hydroxymethyl)-5-methylthiazol-2-yl)(methyl)amino)acetonitrile